N-([1,2,4]triazolo[4,3-a]pyridin-6-yl)-2-(5-chloro-4-isobutoxy-3-isopropyl-6-oxopyridazin-1(6H)-yl)acetamide N=1N=CN2C1C=CC(=C2)NC(CN2N=C(C(=C(C2=O)Cl)OCC(C)C)C(C)C)=O